C(C)(C)(CCC)OOCC(C)(C)C t-hexyl-neopentylperoxide